[Cl-].CC1(OCC2C[NH2+]CCC3=C2C1=CC=C3)C 1,1-Dimethyl-3,3a,4,5,6,7-hexahydro-1H-isochromeno[4,5-cd]azepin-5-ium chloride